ClC1=C(C=CC=C1)S(=O)(=O)NC1=NC=C(C=C1)C1=CC2=C(N=C(N=C2)N[C@@H]2CNC[C@H](C2)F)N(C1=O)C(C)C 2-chloro-N-(5-(2-(((3S,5S)-5-fluoro-piperidin-3-yl)amino)-8-isopropyl-7-oxo-7,8-dihydropyrido[2,3-d]-pyrimidin-6-yl)pyridin-2-yl)benzenesulfonamide